S1C2C(C(=C1)/C=C/C(=O)N=[N+]=[N-])SC=C2 (E)-3-(3a,6a-dihydrothieno[3,2-b]thiophen-3-yl)acryl azide